(S)-N-(3-cyclopropyl-1H-pyrazol-5-yl)-2-(1-(4-(difluoromethyl)thiazol-2-yl)-1H-pyrazol-4-yl)propanamide C1(CC1)C1=NNC(=C1)NC([C@@H](C)C=1C=NN(C1)C=1SC=C(N1)C(F)F)=O